[Cl-].CN1CN(C=C1)CCCCCCCCCCCC 1-methyl-3-dodecyl-imidazole chloride salt